N-(3-((3,5-dimethyl-4-oxo-3,4-dihydroquinazolin-6-yl)amino)-2,4,5-trifluorophenyl)-3-fluoropropane-1-sulfonamide CN1C=NC2=CC=C(C(=C2C1=O)C)NC=1C(=C(C=C(C1F)F)NS(=O)(=O)CCCF)F